(1R,3S,4R)-2-((3-chloro-2-methylphenyl)glycyl)-N-((S)-1-cyano-2-((S)-2-oxopiperidin-3-yl)ethyl)-5,5-difluoro-2-azabicyclo[2.2.2]octane-3-carboxamide ClC=1C(=C(C=CC1)NCC(=O)N1[C@H]2CC([C@@H]([C@H]1C(=O)N[C@@H](C[C@H]1C(NCCC1)=O)C#N)CC2)(F)F)C